6-methyl-4-(1-(pyridin-2-ylmethyl)-3-methyl-1H-indol-6-yl)-1,6-dihydro-7H-pyrrolo[2,3-c]pyridin-7-one CN1C(C2=C(C(=C1)C1=CC=C3C(=CN(C3=C1)CC1=NC=CC=C1)C)C=CN2)=O